buteneSultone tert-butyl-((4-((6-(4,4-dimethylcyclohexyl)pyridin-3-yl)amino)cyclohexyl)methyl)carbamate C(C)(C)(C)N(C(O)=O)CC1CCC(CC1)NC=1C=NC(=CC1)C1CCC(CC1)(C)C.C1=CCCOS1(=O)=O